CS(=O)(=O)C1OCCCNC1 methylsulfonyl-1,4-oxazepane